OC=1C=C(C=CC1)C1=C(C=CC=C1)CCC(=O)N1CCN(CC1)C1=CC=C(N=N1)C(=O)O 6-[4-[3-[2-(3-Hydroxyphenyl)phenyl]propanoyl]piperazin-1-yl]pyridazine-3-carboxylic acid